C(CO)(=O)OCCCCCCCCOOOC(C)C.[Ti] Titanium isopropoxydioxyoctylene glycolate